2-(2-((3'-(aminomethyl)-5-(6-azaspiro[3.4]octan-6-yl)-[1,1'-biphenyl]-3-yl)methoxy)phenyl)acetic acid NCC=1C=C(C=CC1)C1=CC(=CC(=C1)N1CC2(CCC2)CC1)COC1=C(C=CC=C1)CC(=O)O